2-((1-(2-cyano-3-(6-cyano-3,4-dihydroisoquinolin-2(1H)-yl)-7-methylquinoxalin-5-yl)ethyl)amino)benzoic acid C(#N)C1=NC2=CC(=CC(=C2N=C1N1CC2=CC=C(C=C2CC1)C#N)C(C)NC1=C(C(=O)O)C=CC=C1)C